tert-butyl 3-{2-bromo-5-[(tetrahydro-1H-pyrrolizin-7a(5H)-yl)methoxy][1,3]thiazolo[5,4-d]pyrimidin-7-yl}-3,8-diazabicyclo[3.2.1]octane-8-carboxylate BrC=1SC=2N=C(N=C(C2N1)N1CC2CCC(C1)N2C(=O)OC(C)(C)C)OCC21CCCN1CCC2